N-methyl-4-trifluoromethyl-1H-pyrazol-5-amine CNC1=C(C=NN1)C(F)(F)F